C(C)(C)(C)OC(=O)N[C@@H]1CN(CC1)C1=C(C(=NC=C1C(=O)O)OC)C1=CC(=CC(=C1)F)F (S)-4-(3-((tert-Butoxycarbonyl)amino)pyrrolidin-1-yl)-5-(3,5-difluorophenyl)-6-methoxynicotinic acid